[Sc].[Mg].[Al] Aluminum magnesium scandium